3,7-di(azetidin-1-yl)-5,5-dimethyldibenzo[b,e]silin-10(5H)-one N1(CCC1)C=1C=CC2=C([Si](C3=C(C2=O)C=CC(=C3)N3CCC3)(C)C)C1